N[C@H](C(=O)OC(C)C)CC1=CC(=CC(=C1)F)F Isopropyl (S)-2-amino-3-(3,5-difluorophenyl)propanoate